BrC1=CC2=C(C(=N1)NC=1C(=CC(=C(C(=O)NC(C)(C)C)C1)C)F)N(C=N2)C(C)C 5-((6-bromo-3-isopropyl-3H-imidazo[4,5-c]pyridin-4-yl)amino)-N-(tert-butyl)-4-fluoro-2-methylbenzamide